2,2',4,4'-tetrahydroxydiphenyl sulfide C1=CC(=C(C=C1O)O)SC2=C(C=C(C=C2)O)O